NC1=NC=CC=C1C1=NC=2C(=NC(=CC2)N2N=CC=C2)N1C=1C=C2CC[C@@H](C2=CC1)NC(C)=O (S)-N-(5-(2-(2-aminopyridin-3-yl)-5-(1H-pyrazol-1-yl)-3H-imidazo[4,5-b]pyridin-3-yl)-2,3-dihydro-1H-inden-1-yl)acetamide